NC=1C=C(COCC2=C(C=CC(=N2)NC(OC(C)(C)C)=O)C)C=C(C1OC)C1=NN(C=N1)C Tert-butyl (6-(((3-amino-4-methoxy-5-(1-methyl-1H-1,2,4-triazol-3-yl)benzyl)oxy)methyl)-5-methylpyridin-2-yl)carbamate